C(C1=CC=CC=C1)(C1=CC=CC=C1)N1[C@@H]([C@H](C1)C#N)C (2R,3S)-1-benzhydryl-2-methylazetidine-3-carbonitrile